ClC=1C=CC(=C(C1)C1=CC(=CN=N1)NC1=CC=NC2=CC(=CC=C12)C(=O)O[C@H]1CN(CC1)C)F (3R)-1-methylpyrrolidin-3-yl 4-{[6-(5-chloro-2-fluorophenyl)pyridazin-4-yl]amino}-quinoline-7-carboxylate